2-(3,5-dimethylphenyl)isonicotinic acid methyl ester COC(C1=CC(=NC=C1)C1=CC(=CC(=C1)C)C)=O